F[C@H]1C[C@H](N(C1)C(CN1CCC(CC1)N(C)C=1C=NC2=CC=C(C=C2C1)OC)=O)C#N (2S,4S)-4-Fluoro-1-(2-(4-((6-methoxychinolin-3-yl)(methyl)amino)piperidin-1-yl)acetyl)pyrrolidin-2-carbonitril